NC1=C2C(NC(C2=CC=C1)=O)O 4-amino-3-hydroxyisoindolin-1-one